C1(CCC1)C=1SC(=CN1)C1=C(C(=O)OC)C=C(C=C1)NC(=O)C1(CC1)C1=C(C=C(C=C1)C)F Methyl 2-(2-cyclobutyl-1,3-thiazol-5-yl)-5-({[1-(2-fluoro-4-methylphenyl) cyclopropyl] carbonyl} amino)benzoate